[N+](=O)([O-])N(C=1C(=NNC1[N+](=O)[O-])[N+](=O)[O-])[N+](=O)[O-] 4-dinitroamino-3,5-dinitropyrazole